C(CCCCCCC)OC(CCC(=O)OCCCCCCCCBr)OCCCCCCCC 8-bromooctyl 4,4-bis(octyloxy)butanoate